(R)-N-(3-chloro-2-fluorophenyl)-7-((3-methylpyrrolidin-3-yl)ethynyl)-6-nitroquinazolin-4-amine ClC=1C(=C(C=CC1)NC1=NC=NC2=CC(=C(C=C12)[N+](=O)[O-])C#C[C@@]1(CNCC1)C)F